C1(=CC=CC=C1)C1=NOC(=C1)CN (3-phenyl-5-isoxazolyl)methanamine